(2S)-1-[2-[(3S)-3-[[8-(trifluoromethoxy)-5-quinolyl]amino]pyrrolidin-1-yl]acetyl]pyrrolidine-2-carbonitrile FC(OC=1C=CC(=C2C=CC=NC12)N[C@@H]1CN(CC1)CC(=O)N1[C@@H](CCC1)C#N)(F)F